C(C)N(C(OC(C)(C)C)=O)CC(=O)C1=CC=C(C=C1)OC tert-Butyl ethyl(2-(4-methoxyphenyl)-2-oxoethyl)carbamate